monoGlyceryl stearate C(CCCCCCCCCCCCCCCCC)(=O)OCC(O)CO